4-methoxy-6-(pyridine-2-oxy)benzo[d]isoxazole-3-amine COC1=CC(=CC2=C1C(=NO2)N)OC2=NC=CC=C2